3-(3-(2-(2-(2-fluoro-5-((6-fluoro-4-methyl-1H-indol-5-yl)oxy)phenyl)-1H-imidazol-5-yl)-5,5-dimethyl-1,3-dioxan-2-yl)phenyl)propanoic acid FC1=C(C=C(C=C1)OC=1C(=C2C=CNC2=CC1F)C)C=1NC(=CN1)C1(OCC(CO1)(C)C)C=1C=C(C=CC1)CCC(=O)O